P(=O)(OO)(OO)OO tri-hydroxy phosphate